N[C@@H]1CC[C@H](CC1)NC=1C=2N(N=CC1C(=NC1=C(C=CC=C1Cl)Cl)N)C=C(C2)C2=C(C=C(C=C2)OC)C 4-[(trans-4-aminocyclohexyl)amino]-N'-(2,6-dichlorophenyl)-6-(4-methoxy-2-methyl-phenyl)pyrrolo[1,2-b]pyridazine-3-carboxamidine